4-((1-((2,4-Dichlorophenyl)sulfonyl)-3-((((tetrahydrofuran-3-yl)methyl)amino)methyl)azetidin-3-yl)methoxy)-2-fluorobenzonitrile hydrochloride Cl.ClC1=C(C=CC(=C1)Cl)S(=O)(=O)N1CC(C1)(CNCC1COCC1)COC1=CC(=C(C#N)C=C1)F